OC(C(=O)N1C(CC(C1)F)C(=O)NC(C1=CC=C(C=C1)C(C)C)C1=CC=CC=C1)CO 1-(2,3-dihydroxypropanoyl)-4-fluoro-N-{phenyl[4-(propan-2-yl)phenyl]methyl}pyrrolidine-2-carboxamide